[C].[Pd].COC(C=CC=1C(C(C(=CC1)C1=CC(=C(C=C1)O[Si](C)(C)C(C)(C)C)C12CC3CC(CC(C1)C3)C2)=NOC)C)=O.C(C(C)(C)C)C2=CC(=NC=C2)C2=CC=CC=3C1=C(OC32)C=C3C2=CC=CC=C2C=CC3=C1 4-neopentyl-2-(phenanthro[3,2-b]benzofuran-11-yl)pyridine methyl-3-[3'-adamantan-1-yl-4'-(tert-butyl-dimethyl-silanyloxy)-2-methoxyimino-methyl-biphenyl-4-yl]-acrylate Palladium carbon